bis-(4-tert-butylphenyl)-carbonate C(C)(C)(C)C1=CC=C(C=C1)OC(OC1=CC=C(C=C1)C(C)(C)C)=O